CC(CC)(C)C=1C(=CC(=C(C(=O)O)C1)C)O 5-(1,1-dimethylpropyl)-4-hydroxy-2-methylbenzoic acid